Ethyl (5-(7-chloro-4-oxo-3,4-dihydrophthalazin-1-yl)-1H-benzimidazol-2-yl)carbamate ClC1=CC=C2C(NN=C(C2=C1)C1=CC2=C(NC(=N2)NC(OCC)=O)C=C1)=O